methyl 6-(3-fluoroazetidin-1-yl)pyrazolo[1,5-a]pyridine-3-carboxylate FC1CN(C1)C=1C=CC=2N(C1)N=CC2C(=O)OC